dimethyl-ethyl-methoxy-ammonium C[N+](OC)(CC)C